OC1=C(C(CC[C@H]1CCCCCCCCC\C=C/CCCCCC)=O)O (4R,6R)-dihydroxy-4-[10(Z)-heptadecenyl]-2-cyclohexenone